methyl (2-heneicosanoxy) ethyl phosphate P(=O)(OC)(OOC(C)CCCCCCCCCCCCCCCCCCC)OCC